ethyl 5-(2-((6,7-dichloroquinolin-2-yl)amino)ethyl)isoxazole-3-carboxylate ClC=1C=C2C=CC(=NC2=CC1Cl)NCCC1=CC(=NO1)C(=O)OCC